ClCCC=CC=CCCCCCCCCCCC 1-chloro-3,5-heptadecadiene